COC=1C=C(C(=O)NC)C=CC1NCC#CC=1N(C2=CC=CC(=C2C1)NC1CCC(CC1)(C)O)CC(F)(F)F 3-methoxy-N-methyl-4-{[3-(4-{[(1S,4S)-4-hydroxy-4-methyl-cyclohexyl]amino}-1-(2,2,2-trifluoroethyl)-1H-indol-2-yl)prop-2-yn-1-yl]amino}benzamide